FC1=C(C=CC=C1)C(C1N2N(C(C=3N1N=CC(C3O)=O)=O)CCCC2)C2=C(C=CC=C2)F 12-(bis(2-fluorophenyl)methyl)-4-hydroxy-7,8,9,10-tetrahydro-12H-dipyridazino[1,2-a:1',6'-d][1,2,4]triazine-3,5-dione